(S)-N-((3-chloro-2,6-difluorophenyl)(cyclopentyl)methyl)-7-methyl-6,8-dioxo-5,7-diazaspiro[3.5]nonane-2-carboxamide ClC=1C(=C(C(=CC1)F)[C@@H](NC(=O)C1CC2(C1)NC(N(C(C2)=O)C)=O)C2CCCC2)F